C(C)(C)(C)C=1C=C(C=C(C1O)C(C)(C)C)CCC(=O)OCCCCCCCCCCCCCCCCCC octadecanol [beta-(3,5-di-tert-butyl-4-hydroxyphenyl) propionate]